(4S)-1-fluoro-4-(hydroxymethyl)-6,6-dimethyl-3-azabicyclo[3.1.0]hexane-3-carboxylic acid tert-butyl ester C(C)(C)(C)OC(=O)N1CC2(C(C2[C@H]1CO)(C)C)F